3-(tert-butyl) 2-methyl (1S,2S,5R)-1-(3-(4,4,5,5-tetramethyl-1,3,2-dioxaborolan-2-yl)propyl)-3,6-diazabicyclo[3.2.0]heptane-2,3-dicarboxylate CC1(OB(OC1(C)C)CCC[C@]12[C@H](N(C[C@@H]2NC1)C(=O)OC(C)(C)C)C(=O)OC)C